C1=CC=C(C=C1)C2=NC=NC=C2 The molecule is a biaryl that is pyrimidine substituted at position 4 by a phenyl group. It is a member of pyrimidines and a biaryl.